[3-[4-[5-Methyl-3-(trifluoromethyl)pyrazol-1-yl]phenyl]azetidin-1-yl]-[(3S)-3-(1H-1,2,4-triazol-5-yl)pyrrolidin-1-yl]methanone CC1=CC(=NN1C1=CC=C(C=C1)C1CN(C1)C(=O)N1C[C@H](CC1)C1=NC=NN1)C(F)(F)F